5-cyclopropyl-2-[4-({[(2S)-1-ethylpyrrolidin-2-yl]methyl}amino)pyrrolo[1,2-d][1,2,4]triazin-1-yl]-3-fluorophenol C1(CC1)C=1C=C(C(=C(C1)O)C=1C=2N(C(=NN1)NC[C@H]1N(CCC1)CC)C=CC2)F